3-{[(+/-)-cis-4-(4-Methoxyphenyl)-3-methylpiperidin-3-yl]methoxy}benzonitrile Hydrochloride Cl.COC1=CC=C(C=C1)[C@H]1[C@@](CNCC1)(C)COC=1C=C(C#N)C=CC1 |r|